7-(5-chloro-1H-indazol-3-yl)-8-fluoro-2-{[(2R,7aS)-2-fluorotetrahydro-1H-pyrrolizin-7a(5H)-yl]methoxy}-4-(8-oxa-3-azabicyclo[3.2.1]octan-3-yl)pyrido[4,3-d]pyrimidine ClC=1C=C2C(=NNC2=CC1)C1=C(C=2N=C(N=C(C2C=N1)N1CC2CCC(C1)O2)OC[C@]21CCCN1C[C@@H](C2)F)F